C(C)OC=1C=C(C=CC1F)[C@H](C)N (S)-1-(3-ethoxy-4-fluorophenyl)ethan-1-amine